1-(3-(2,3-dihydrobenzo[b][1,4]dioxin-6-yl)-3-oxopropyl)-2,3-dihydroquinoline-4(1H)-one O1C2=C(OCC1)C=C(C=C2)C(CCN2CCC(C1=CC=CC=C21)=O)=O